C(C)(C)(C)C=1C=C(C=C(C1O)C(C)(C)C)CCC(=O)[N-]CCCCCC[N-]C(CCC1=CC(=C(C(=C1)C(C)(C)C)O)C(C)(C)C)=O bis(3,5-di-tert-butyl-4-hydroxyphenylpropionyl)hexamethylenediamide